1-[(4S)-4-amino-5-(1,3-benzothiazol-2-yl)-5-oxopentyl]guanidine N[C@@H](CCCNC(=N)N)C(=O)C=1SC2=C(N1)C=CC=C2